ethyl-(hydroxyphenyl)diphenoxysilane C(C)[Si](OC1=CC=CC=C1)(OC1=CC=CC=C1)C1=C(C=CC=C1)O